CC=1[C@H](C[C@H]([C@@H](C1)C)C)CC=O 2-((1R,4S,5R)-2,4,5-trimethylcyclohex-2-en-1-yl)acetaldehyde